O1CCC(CC1)CC=1C(=C(C=CC1)S(=O)(=O)C1=C(C(=CC=C1)CC1CCOCC1)N)N ((tetrahydro-2H-pyran-4-yl)methyl-aminophenyl)sulfon